(1S,4R,5R)-6,8-Dioxabicyclo[3.2.1]octan [C@H]12CCC[C@H](OC1)O2